1,3-bis[4-(t-butoxycarbonylamino)phenoxy]benzene C(C)(C)(C)OC(=O)NC1=CC=C(OC2=CC(=CC=C2)OC2=CC=C(C=C2)NC(=O)OC(C)(C)C)C=C1